OC(C)(C)C=1C=CC(=NC1)C=1C=NC(=CC1NC1=NC(=CC=C1)S(=O)(=O)C)NC(C)=O N-(5-(2-hydroxypropan-2-yl)-4'-((6-(methylsulfonyl)pyridin-2-yl)amino)-[2,3'-bipyridin]-6'-yl)acetamide